FC1=C2C(=NN(C2=CC=C1)CC(N1C[C@@H](OCC1)C(F)(F)F)=O)C1CCN(CC1)C(=O)OC(C)(C)C tert-Butyl 4-(4-fluoro-1-{2-oxo-2-[(2R)-2-(trifluoromethyl)morpholin-4-yl]ethyl}-1H-indazol-3-yl)piperidine-1-carboxylate